1-(4-bromo-1H-pyrrol-2-yl)-3-(dimethylamino)prop-2-en-1-one BrC=1C=C(NC1)C(C=CN(C)C)=O